C1(CC1)C(=O)C12CN(CC(NC1)C2)C=2SC(=CN2)C(C)C (cyclopropanecarbonyl)-3-(5-isopropylthiazol-2-yl)-3,6-diazabicyclo[3.2.1]octan